4,4'-bis(dimethylamino)diphenylmethanol CN(C)C1=CC=C(C=C1)C(C2=CC=C(C=C2)N(C)C)O